C(C)OCOC1=C(C=O)C=CC(=C1)C=1N=NC(=CC1C)NC1CC(C1)(C)O (ethoxymethoxy)-4-(6-(((cis)-3-hydroxy-3-methylcyclobutyl)amino)-4-methylpyridazin-3-yl)benzaldehyde